FC1=C2C=NNC(C2=CC=C1SC1=CC=CC=C1)=O 5-fluoro-6-(phenylsulfanyl)phthalazin-1(2H)-one